(S*)-(5H-benzo[2,3][1,4]dioxepino[5,6-c]pyridin-5-yl)methanamine C1=NC=CC2=C1OC1=C(O[C@@H]2CN)C=CC=C1 |o1:10|